1-isopropyl-1H-pyrazolo[4,3-b]Pyridine-5-carboxylic acid methyl ester COC(=O)C1=CC=C2C(=N1)C=NN2C(C)C